BrC=1C=C(C(=C(C1)S(=O)(=O)N1CC(C(CC1)=O)(C)C)OC)F 1-(5-bromo-3-fluoro-2-methoxy-phenyl)sulfonyl-3,3-dimethyl-piperidin-4-one